Ethyl 4-cyclopropylisoxazole-3-carboxylate C1(CC1)C=1C(=NOC1)C(=O)OCC